(2S)-2-amino-3-cyclopropylpropanoic acid N[C@H](C(=O)O)CC1CC1